methyl-N6-(tert-butoxycarbonyl)-N2-(4-(((3R,4R)-1-(2-cyanoacetyl)-4-methylpiperidin-3-yl)(methyl)amino)-7H-pyrrolo[2,3-d]pyrimidine-7-carbonyl)-L-lysine CN([C@@H](CCCCNC(=O)OC(C)(C)C)C(=O)O)C(=O)N1C=CC2=C1N=CN=C2N(C)[C@H]2CN(CC[C@H]2C)C(CC#N)=O